BrC1=CC(N(C=C1)C1=CC=C(C=C1)O[Si](C)(C)C(C)(C)C)=O 4-bromo-1-{4-[(tert-butyldimethyl-silyl)oxy]phenyl}-1,2-dihydropyridin-2-one